CC1=CC=C(C=C1)CC(=O)Cl 4-methylbenzeneacetyl chloride